ClC=1C=C2C(=NC(=NC2=C(C1C1=CC(=CC2=CC=C(C(=C12)CC)F)OCOC)F)F)N1C[C@@](CCC1)(O)C (3R)-1-(6-chloro-7-(8-ethyl-7-fluoro-3-(methoxymethoxy)naphthalen-1-yl)-2,8-difluoroquinazolin-4-yl)-3-methylpiperidin-3-ol